(1S)-2-amino-1-(5-methoxypyridin-2-yl)-3-(pyrrolidin-1-yl)propan-1-ol NC([C@H](O)C1=NC=C(C=C1)OC)CN1CCCC1